C(C(C)C)N(C(=O)N[C@H](C(=O)O)CCN(CCCCC1=NC=2NCCCC2C=C1)CCOCC)CC(C)C (2S)-2-(diisobutylcarbamoylamino)-4-[2-ethoxyethyl-[4-(5,6,7,8-tetrahydro-1,8-naphthyridin-2-yl)butyl]amino]butanoic acid